5-((3,3-difluoro-1-methylpiperidin-4-yl)oxy)-6-isopropoxy-quinazolin-4-amine FC1(CN(CCC1OC1=C2C(=NC=NC2=CC=C1OC(C)C)N)C)F